C(C)OC(CC1(COC1)C1=CC(=CC=C1)[N+](=O)[O-])=O 2-(3-(3-nitrophenyl)oxetan-3-yl)acetic acid ethyl ester